5-((3-(Difluoromethoxy)pyrazin-2-yl)methyl)-7-(1-(2-fluoro-6-methylphenyl)piperidin-4-yl)pyrido[2,3-b]pyrazin-6(5H)-one FC(OC=1C(=NC=CN1)CN1C(C(=CC=2C1=NC=CN2)C2CCN(CC2)C2=C(C=CC=C2C)F)=O)F